fluoro-fluorodeoxyglucose C([C@H]([C@H]([C@@H]([C@H](C(=O)F)F)O)O)O)O